4-(3-(2-(3,4-dimethoxyphenyl)-3-isopropyl-1H-indol-5-yl)benzoyl)piperazine-1-carboxylic acid tert-butyl ester C(C)(C)(C)OC(=O)N1CCN(CC1)C(C1=CC(=CC=C1)C=1C=C2C(=C(NC2=CC1)C1=CC(=C(C=C1)OC)OC)C(C)C)=O